3,5-dibromo-N,N-dimethylbenzenesulfonamide BrC=1C=C(C=C(C1)Br)S(=O)(=O)N(C)C